3-((Dimethylamino)methyl)-N-((1,2,3,5,6,7-hexahydro-s-indacen-4-yl)carbamoyl)piperidine-1-sulfonamide, potassium salt [K].CN(C)CC1CN(CCC1)S(=O)(=O)NC(NC1=C2CCCC2=CC=2CCCC12)=O